bicyclo[4.2.0]oct-3-ene-2-carboxylic acid tert-butyl ester C(C)(C)(C)OC(=O)C1C2CCC2CC=C1